2-[3-[3-(3,4-difluorophenyl)-1,2,4-oxadiazol-5-yl]-6-oxopyridazin-1-yl]-N-ethylacetamide FC=1C=C(C=CC1F)C1=NOC(=N1)C1=NN(C(C=C1)=O)CC(=O)NCC